2-[(3-chlorophenyl)methyl]-7-(4-fluorophenyl)-8-(2-methylpyridin-4-yl)-[1,2,4]triazolo[1,5-c]pyrimidin-5-amine ClC=1C=C(C=CC1)CC1=NN2C(=NC(=C(C2=N1)C1=CC(=NC=C1)C)C1=CC=C(C=C1)F)N